S-Isopropyl (2S,3R)-3-methoxy-2-(2-((S)-5-oxo-1-(2,3,5-trifluorobenzyl)pyrrolidin-2-yl)acetamido)butanethioate CO[C@@H]([C@@H](C(SC(C)C)=O)NC(C[C@H]1N(C(CC1)=O)CC1=C(C(=CC(=C1)F)F)F)=O)C